2-(Dibenzo[b,d]furan-1-yl)-4-phenyl-6-(4-(3,5,6-triphenylpyrazin-2-yl)phenyl)-1,3,5-triazine C1(=CC=CC=2OC3=C(C21)C=CC=C3)C3=NC(=NC(=N3)C3=CC=CC=C3)C3=CC=C(C=C3)C3=NC(=C(N=C3C3=CC=CC=C3)C3=CC=CC=C3)C3=CC=CC=C3